N1C=CC=2C1=CN=C(C2)O 1H-pyrrolo[2,3-c]pyridine-5-ol